C1(CC1)C1=NC=2N(C(=C1)NCC1N(CC1C1=CC=C(C=C1)C(N(C)C)=O)C(=O)NC([2H])([2H])[2H])N=C(C2)C(F)(F)F (((5-Cyclopropyl-2-(trifluoromethyl)pyrazolo[1,5-a]pyrimidin-7-yl)amino)methyl)-3-(4-(dimethylcarbamoyl)phenyl)-N-(methyl-d3)azetidine-1-carboxamide